2-(5-(2-(3-fluorophenyl)oxazole-4-carboxamido)-6-oxo-2-phenylpyrimidin-1(6H)-yl)acetic acid FC=1C=C(C=CC1)C=1OC=C(N1)C(=O)NC1=CN=C(N(C1=O)CC(=O)O)C1=CC=CC=C1